7-Bromo-2,6-dichloro-5-fluoroquinazolin-4(3H)-one BrC1=C(C(=C2C(NC(=NC2=C1)Cl)=O)F)Cl